FC1=CC(=C(C=C1F)O)C(CC=C)CC=C 4,5-difluoro-2-(hept-1,6-dien-4-yl)phenol